(1-phenyl-2-(4,4,5,5-tetramethyl-1,3,2-dioxaborolan-2-yl)allyl)di-o-tolylphosphine oxide C1(=CC=CC=C1)C(C(=C)B1OC(C(O1)(C)C)(C)C)P(C1=C(C=CC=C1)C)(C1=C(C=CC=C1)C)=O